BrC12CC3(CC(CC(C1)C3)C2)CN2C(C(=CC=C2)NC([C@H](CCC(C(=O)NCC)=O)NC(=O)C2=NSN=C2)=O)=O (S)-N1-(1-((3-bromo-1-adamantyl)methyl)-2-oxo-1,2-dihydropyridin-3-yl)-N6-ethyl-5-oxo-2-(1,2,5-thiadiazole-3-carboxamido)hexanediamide